BrC=1C(=C(O[C@@]2(C[C@H](N(C2)C(=O)OC(C)(C)C)C(N)=O)C(N)=O)C=C(C1)F)I t-butyl (2S,4R)-4-(3-bromo-5-fluoro-2-iodophenoxy)-2,4-dicarbamoylpyrrolidine-1-carboxylate